CP(=O)(C)C1=CC=CC(=C1)N1C(NC(CC1)=O)=O 2-(dimethylphosphoryl)-4-(2,4-dioxotetrahydropyrimidin-1(2H)-yl)benzene